C1(=CC=CC2=CC=CC=C12)S(=O)(=O)N1C2=C(SCC1)C(=CN=C2)C2=CC=C(C#N)C=C2 4-(4-(naphth-1-ylsulfonyl)-3,4-dihydro-2H-pyrido[4,3-b][1,4]thiazin-8-yl)benzonitrile